Oxetan-3-ylmethyl (1-hydroxy-7-methyl-1,3-dihydrobenzo[c][1,2]oxaborole-6-carbonyl)-L-valinate OB1OCC2=C1C(=C(C=C2)C(=O)N[C@@H](C(C)C)C(=O)OCC2COC2)C